3-(tert-butyldiphenylsilyloxy)-2-fluoro-2-methylpropyl triflate O(S(=O)(=O)C(F)(F)F)CC(CO[Si](C1=CC=CC=C1)(C1=CC=CC=C1)C(C)(C)C)(C)F